ClC1=C(C=CC=C1)[C@H](C)OC=1C(=NC(=NC1)C(=O)N[C@H](C)\C=C\S(=O)(=O)C)CO 5-((S)-1-(2-chlorophenyl)ethoxy)-4-(hydroxymethyl)-N-((R,E)-4-(methylsulfonyl)but-3-en-2-yl)pyrimidine-2-carboxamide